N,N-Dimethyl-lauryl-amine oxide C[N+](C)(CCCCCCCCCCCC)[O-]